F[C@@H]1CNCC[C@H]1N1N=C(C=2C1=NC=NC2)C2=CC=C(C=C2)OC2=CC=CC=C2 trans-1-(3-fluoropiperidin-4-yl)-3-(4-phenoxyphenyl)-1H-pyrazolo[3,4-d]pyrimidin